2-(allyloxy)-3-isobutoxy-4-nitrobenzoic acid C(C=C)OC1=C(C(=O)O)C=CC(=C1OCC(C)C)[N+](=O)[O-]